C(C)(C)(C)OC(N(S(=O)(=O)C1=C(C=C(C=C1)C=1N=NN(N1)CC1CCC(CC1)(F)F)OC)CC(=O)N)=O (2-amino-2-oxoethyl)((4-(2-((4,4-difluorocyclohexyl)methyl)-2H-tetrazol-5-yl)-2-methoxyphenyl)sulfonyl)carbamic acid tert-butyl ester